6-chloro-N-[4,6-dimethoxy-5-(2-methoxyethyl)pyrimidin-2-yl]-1H-indole-3-sulfonamide ClC1=CC=C2C(=CNC2=C1)S(=O)(=O)NC1=NC(=C(C(=N1)OC)CCOC)OC